C1(=CC=CC=C1)C1=NC2=CC=C(C=C2C=C1)NC(C)=O N-(2-phenylquinolin-6-yl)acetamide